FC1=CC=C(C=C1)C[C@@H]1N(CCC1)C=1NC(C=C(N1)N1CCOCC1)=O 2-[(2R)-2-[(4-fluorophenyl)methyl]pyrrolidin-1-yl]-4-morpholino-1H-pyrimidin-6-one